CN1N=CC=C1C=1C=NC(=NC1)N 5-(1-methyl-1H-pyrazol-5-yl)pyrimidin-2-amine